methyl-6-phenylpyrimidine CC1=NC(=CC=N1)C1=CC=CC=C1